C(=O)[O-].C(C1=CC=CC=C1)N1C=[N+](C2=C1C=CC=C2)C 1-benzyl-3-methyl-1H-1,3-benzodiazol-3-ium formate